C(C=C)(=O)OC1=CC=C(C=C1)C1=CC=CC=C1 (1,1'-biphenyl-4-yl) acrylate